4-chlorobenzyl (S)-(4-(1-(2,4-dimethyloxazole-5-carboxamido)eth-yl)phenyl)carbamate CC=1OC(=C(N1)C)C(=O)N[C@@H](C)C1=CC=C(C=C1)NC(OCC1=CC=C(C=C1)Cl)=O